5-(2-thienoyl)amino-3-(1-isopropyl-1,2,3,6-tetrahydropyridin-4-yl)-1H-indole S1C(=CC=C1)C(=O)NC=1C=C2C(=CNC2=CC1)C=1CCN(CC1)C(C)C